(1R,4R,7R)-2-{2-[6-cyclopentyl-1-(cyclopropylmethyl)-1H-pyrrolo[2,3-b]pyridin-2-yl]-7-methoxy-1-methyl-1H-1,3-benzodiazole-5-carbonyl}-2-azabicyclo[2.2.1]heptan-7-amine C1(CCCC1)C1=CC=C2C(=N1)N(C(=C2)C2=NC1=C(N2C)C(=CC(=C1)C(=O)N1[C@@H]2CC[C@H](C1)[C@H]2N)OC)CC2CC2